(E)-2-((1H-indol-3-yl)methylene)-5-methoxy-3,4-dihydronaphthalen-1(2H)-one N1C=C(C2=CC=CC=C12)\C=C/1\C(C2=CC=CC(=C2CC1)OC)=O